2-(4-(3-(1-(5-ethylpyrimidin-2-yl)piperidin-4-yl)propoxy)-2,6-difluorophenyl)-1-(4-((2S,3R,4R,5R)-2,3,4,5,6-pentahydroxyhexyl)piperazin-1-yl)ethan-1-one C(C)C=1C=NC(=NC1)N1CCC(CC1)CCCOC1=CC(=C(C(=C1)F)CC(=O)N1CCN(CC1)C[C@@H]([C@H]([C@@H]([C@@H](CO)O)O)O)O)F